FC(C(=O)O)(F)F.NCC(=O)N1C2=C(OCC1)C=C(C=C2)OC 2-amino-1-(7-methoxy-2,3-dihydro-4H-benzo[b][1,4]oxazin-4-yl)ethan-1-one trifluoroacetic acid salt